OCCC(C(C#N)C1=CC=CC=C1)CCC 3-(2-hydroxyethyl)-2-phenylhexanenitrile